CSC1=C(C=CC=C1)F fluorophenyl methyl sulfide